FC1=CC2=C(NC(=N2)CC2=CC(=CC(=C2)Cl)F)C=C1F 5,6-difluoro-2-(3-fluoro-5-chlorobenzyl)-1H-benzimidazole